COC(=O)C1(C(C=C(C=C1F)C1=CC=C(C=C1)C(=O)OC)F)C 4-methyl-3,5-difluoro-[1,1'-biphenyl]-4,4'-dicarboxylic acid dimethyl ester